(2R,3R)-N-[(1R,2S)-2-hydroxy-1-methyl-2-phenyl-ethyl]-3-methoxy-2-methyl-3-[(2S)-pyrrolidin-2-yl]propenamide O[C@H]([C@@H](C)NC(C(=C([C@H]1NCCC1)OC)C)=O)C1=CC=CC=C1